C(C)(=O)C1=C2C=C(C(=NC2=CC(=C1)C)C#N)C=1C=NC=CC1 5-acetyl-7-methyl-3-(pyridin-3-yl)quinoline-2-carbonitrile